tert-butyl (5aS,6S,9R)-2-chloro-1-fluoro-12-(methylthio)-5a,6,7,8,9,10-hexahydro-5H-4-oxa-3,10a,11,13,14-pentaaza-6,9-methanonaphtho[1,8-ab]heptalene-14-carboxylate ClC=1C(=C2N=C(N=C3C2=C(OC[C@@H]2[C@@H]4CC[C@H](CN32)N4C(=O)OC(C)(C)C)N1)SC)F